FC1=CC=C(C=C1)N1CCN(CC1)CC[C@@H]1NC(C2(C1)CCN(CC2)C([C@H](C(C)C)NC(C)=O)=O)=O N-((S)-1-((R)-3-(2-(4-(4-fluorophenyl)piperazin-1-yl)ethyl)-1-oxo-2,8-diazaspiro[4.5]decan-8-yl)-3-methyl-1-oxobutan-2-yl)acetamide